ClC1=C(C=C(C(=O)N2CC=3C(=NN4C3C(N(C[C@H]4C)[C@H](C)C4=CC(=NC=C4)OC(F)F)=O)C[C@H]2C)C=C1)C(F)(F)F |o1:19| (3R,7R)-2-(4-chloro-3-(trifluoromethyl)benzoyl)-9-((R*)-1-(2-(difluoromethoxy)pyridin-4-yl)ethyl)-3,7-dimethyl-1,2,3,4,8,9-hexahydropyrido[4',3':3,4]pyrazolo[1,5-a]pyrazin-10(7H)-one